5-(6-(phenylsulfonyl)-1-(pyrrolidin-3-yl)-1,6-dihydroimidazo[4,5-d]pyrrolo[2,3-b]pyridin-2-yl)furan-2-yl-methanol C1(=CC=CC=C1)S(=O)(=O)N1C=CC=2C1=NC=C1C2N(C(=N1)C1=CC=C(O1)CO)C1CNCC1